COC(\C(=C\C1=CC=C(C=C1)C)\C)=O (E)-2-Methyl-3-(p-tolyl)acrylic acid Methyl ester